C(#N)C1=CC(=C(OCC2=NC=CC(=N2)OC2CCC3(CC3C3=NC4=C(N3C[C@H]3OCC3)C=C(C=C4)C(=O)O)CC2)C=C1)F (6-((2-((4-Cyano-2-fluorophenoxy)methyl)pyrimidin-4-yl)oxy)spiro[2.5]octan-1-yl)-1-(((S)-oxetan-2-yl)methyl)-1H-benzo[d]imidazole-6-carboxylic acid